aminopicolinic acid NC=1C(=NC=CC1)C(=O)O